O1CCC(CC1)N1CC2=C3C(C=CC3=C3C(C=C2)=CC=NN3)=N1 4-(tetrahydro-2H-pyran-4-yl)-5,11-dihydro-4H-3,4,10,11-tetraazadibenzo[cd,h]azulene